C(C)(C)(C)[S@](=O)\N=C/C(=O)OCC ethyl (2Z)-2-[(S)-tert-butylsulfinyl]iminoacetate